5-chloro-2-(4-chloro-2-methoxy-6-methyl-phenyl)-1-methyl-imidazo[4,5-b]pyridine ClC1=CC=C2C(=N1)N=C(N2C)C2=C(C=C(C=C2C)Cl)OC